C1=NNC=2C1=C1C3=C(C(=NC1=CC2)C2=CC=C(C(=O)O)C=C2)CCCCC3 4-(3,8,9,10,11,12-Hexahydrocyclohepta[c]pyrazolo[4,3-f]quinolin-7-yl)benzoic acid